N[C@@H](C)C1=NC(=NN1C1=CC=C(C=N1)C#N)NC 6-[5-[(1S)-1-aminoethyl]-3-(methylamino)-1,2,4-triazol-1-yl]pyridine-3-carbonitrile